(1-acetyl-2,2,6,6-tetramethyl-4-piperidinyl)-2-dodecyl-succinimide C(C)(=O)N1C(CC(CC1(C)C)C1(C(=O)NC(C1)=O)CCCCCCCCCCCC)(C)C